7-(5-{[(1S,2S,3R)-2-fluoro-8-azabicyclo[3.2.1]octan-3-yl](methyl)amino}pyrazin-2-yl)-8-hydroxy-3-methyl-3,4-dihydroquinazolin-4-one F[C@H]1[C@@H]2CCC(C[C@H]1N(C=1N=CC(=NC1)C1=CC=C3C(N(C=NC3=C1O)C)=O)C)N2